CC(CCC=C)(C)NC1=C(C=C(C(=N1)C(=O)NN)[N+](=O)[O-])C(F)(F)F 6-(1,1-dimethyl-pent-4-enylamino)-3-nitro-5-(trifluoromethyl)pyridine-2-carbohydrazide